N-butyl-N-dodecyl-amine C(CCC)NCCCCCCCCCCCC